(s)-N-(3-(2,3-dichloro-6-fluorophenyl)pyrrolidin-3-yl)-3-methyl-2-(tetrahydro-2H-pyran-4-yl)-2H-indazol-6-amine hydrochloride Cl.ClC1=C(C(=CC=C1Cl)F)[C@@]1(CNCC1)NC=1C=CC2=C(N(N=C2C1)C1CCOCC1)C